7-((adamantan-1-yl)(methyl)amino)-N-(4-((2,6-dioxopiperidin-3-yl)amino)phenyl)heptanamide C12(CC3CC(CC(C1)C3)C2)N(CCCCCCC(=O)NC2=CC=C(C=C2)NC2C(NC(CC2)=O)=O)C